CN(C=1C2=C(N=CN1)NC=C2)C2CC1(CNC1)C2 N-methyl-N-(2-azaspiro[3.3]hept-6-yl)-7H-pyrrolo[2,3-d]pyrimidin-4-amine